FC=1C=C2C=CN(C2=C(C1)CC(C)C)C(=O)[O-] 5-fluoro-7-isobutyl-1H-indole-1-carboxylate